O=C1NC(CCC1N1C(C2=CC=C(C=C2C1=O)N1CC(CC1)N1CCN(CC1)C1=CC=C(C=C1)N(C(C)=O)C1CCC(CC1)NC1=NC2=CC=CC=C2C=N1)=O)=O N-(4-(4-(1-(2-(2,6-dioxopiperidin-3-yl)-1,3-dioxoisoindolin-5-yl)pyrrolidin-3-yl)piperazin-1-yl)phenyl)-N-((1r,4r)-4-(quinazolin-2-ylamino)cyclohexyl)acetamide